2,6-dimethylpurin CC1=NC(=C2NC=NC2=N1)C